C(C1=CC=CC=C1)OC1=C2C(=C(N(C2=CC=C1)C1=CC(=C(C=C1)F)C)C1OCCC1)C=O (benzyloxy)-1-(4-fluoro-3-methylphenyl)-2-(tetrahydrofuran-2-yl)-1H-indole-3-carbaldehyde